3-hydroxymethyl-hexanoic acid (1-carbamoyl-propyl)-amide C(N)(=O)C(CC)NC(CC(CCC)CO)=O